(4-chloro-2,5-difluorophenyl)methanol ClC1=CC(=C(C=C1F)CO)F